BrC1=C2C(=NC(=NC2=C2C(=C1)N(C=C2)CC2=CC(=CC=C2)Br)NCC2=CC(=CC=C2)Br)N 5-bromo-N2,7-bis(3-bromobenzyl)-7H-pyrrolo[2,3-h]quinazoline-2,4-diamine